8'-chloro-1'-[trans-4-(trifluoromethyl)cyclohexyl]-4'H,6'H-spiro[1,3-dioxolane-2,5'-[1,2,4]triazolo[4,3-a][1]benzazepine] ClC=1C=CC2=C(CC3(CC=4N2C(=NN4)[C@@H]4CC[C@H](CC4)C(F)(F)F)OCCO3)C1